CC=1C=CC2=C(N=C(O2)N)C1 5-methylbenzo[d]oxazol-2-amine